CC(C#C)(CCCCCCC)O 3-methyl-1-decyn-3-ol